(2S,4R)-2-formylamino-4-((2-(trifluoromethyl)phenyl)sulfonylamino)pyrrolidine-1-carboxylic acid tert-butyl ester C(C)(C)(C)OC(=O)N1[C@@H](C[C@H](C1)NS(=O)(=O)C1=C(C=CC=C1)C(F)(F)F)NC=O